(S)-2-((isochroman-7-ylmethyl)amino)-5,5-dimethylhexanoic acid mesylate salt S(C)(=O)(=O)O.C1OCCC2=CC=C(C=C12)CN[C@H](C(=O)O)CCC(C)(C)C